COC1=CC=C(C=C1)CN1C(C=2N(C=C1CN1CCN(CC1)C1=CC=CC=C1)C(=NC2)C2CCOCC2)=O 7-[(4-methoxyphenyl)methyl]-6-[(4-phenylpiperazin-1-yl)methyl]-3-tetrahydropyran-4-yl-imidazo[1,5-a]pyrazin-8-one